ClC=1C(=NC(=NC1)NC1=CC(=C(C=C1OC(C)C)N1CCC(CC1)N1CCN(CC1)CC=1C=C2CN(C(C2=CC1)=O)C1CNCCC1)C)NC1=C(C=CC=C1)S(=O)(=O)C(C)C 3-(5-((4-(1-(4-((5-chloro-4-((2-(isopropylsulfonyl)phenyl)amino)pyrimidin-2-yl)amino)-5-Isopropoxy-2-methylphenyl)piperidin-4-yl)piperazin-1-yl)methyl)-1-oxoisoindoline-2-yl)piperidin